ClC=1C=C(C=C(C1)Cl)N1N=C(C2=C1C=1C=C(C(=CC1OC2)OC)C=2C=C(C=NC2)NC(CCOCCNC(OC(C)(C)C)=O)=O)C(=O)N2C(COCC2)(C)C tert-butyl (2-(3-((5-(1-(3,5-dichlorophenyl)-3-(3,3-dimethylmorpholine-4-carbonyl)-7-methoxy-1,4-dihydrochromeno[4,3-c]pyrazol-8-yl)pyridin-3-yl)amino)-3-oxopropoxy)ethyl)carbamate